4-Methoxystyryl bromide COC1=CC=C(C=CBr)C=C1